diacetyl peroxy dicarbonate C(OC(C)=O)(OOOOC(OC(C)=O)=O)=O